N-(4-acetamidophenyl)-2-hydroxy-2-phenylacetamide C(C)(=O)NC1=CC=C(C=C1)NC(C(C1=CC=CC=C1)O)=O